C1CC=CC=2C=CC=3C=C4C=CC=CC4=CC3C21 1H-benzoanthracene